5-{(1-benzoyl-4-hydroxypiperidin-4-yl)methyl}-1-(2-(hydroxymethyl)biphenyl-4-yl)-1H-pyrazolo[3,4-d]pyrimidin-4(5H)-one C(C1=CC=CC=C1)(=O)N1CCC(CC1)(O)CN1C=NC2=C(C1=O)C=NN2C2=CC(=C(C=C2)C2=CC=CC=C2)CO